ClCC=1C=CC(=C(C1)S(=O)(=O)N(C)C)OCC1CCN(CC1)S(=O)(=O)C 5-(chloromethyl)-N,N-dimethyl-2-((1-(methylsulfonyl)piperidin-4-yl)methoxy)benzenesulfonamide